[I+].C(CCCCCCC)[NH3+] n-octyl-ammonium iodine